FC(C(=O)O)(F)F.N[C@@H]1[C@@H](COC1)N(C=1N=CC2=C(N1)C(=NC(=C2)C2=C(C(=CC(=C2Cl)OC)OC)Cl)N)C N2-((3S,4R)-4-aminotetrahydrofuran-3-yl)-6-(2,6-dichloro-3,5-dimethoxyphenyl)-N-methylpyrido[3,4-d]pyrimidine-2,8-diamine trifluoroacetate